(R)-1-chloro-3-(trityloxy)propan-2-ol ClC[C@@H](COC(C1=CC=CC=C1)(C1=CC=CC=C1)C1=CC=CC=C1)O